FC=1C(=NC=C(C(=O)N(C)[C@H]2COCC=3NC(C=4C=C(C=CC4C32)F)=O)C1)C(F)(F)F (R)-5-fluoro-N-(8-fluoro-6-oxo-1,4,5,6-tetrahydro-2H-pyrano[3,4-c]isoquinolin-1-yl)-N-methyl-6-(trifluoromethyl)nicotinamide